(trans-4-(9-(1H-imidazol-1-yl)-2,4-dimethyl-5-oxo-5,6,7,8-tetrahydro-[1,3]dioxolo[4,5-g]isoquinolin-2-yl)cyclohexyl)carbamate N1(C=NC=C1)C=1C=2CCNC(C2C(=C2C1OC(O2)(C)[C@@H]2CC[C@H](CC2)NC([O-])=O)C)=O